COC=1C(=CC=2C(=C3C(=NC2C1)CCC3)NC3CCN(CC3)C3=CC=NC=C3)OC N-{6,7-dimethoxy-1H,2H,3H-cyclopenta[b]quinolin-9-yl}-1-(pyridin-4-yl)piperidin-4-amine